cyclopropyl-pseudouridine C1(CC1)[C@@]1([C@H](O)[C@H](O)[C@@H](CO)O1)C1=CNC(=O)NC1=O